C1CCC2=C(C=3CCCC3C=C12)NC(=O)O[C@@H](C(=O)OC(C)C)CC1=NC=CN=C1 Propan-2-yl (2R)-2-{[(1,2,3,5,6,7-hexahydro-s-indacen-4-yl)carbamoyl]oxy}-3-(pyrazin-2-yl)propanoate